C(C)C1=C(C(=NN1C)C(=O)N(C)CCOC=1C=NC(=CC1C=1C=C2C(=CN1)NN=C2I)OC)C=C 5-ethyl-N-[2-[[4-(3-iodo-1H-pyrazolo[3,4-c]pyridin-5-yl)-6-methoxy-3-pyridyl]oxy]ethyl]-N,1-dimethyl-4-vinyl-pyrazole-3-carboxamide